Zinc fluoride [F-].[Zn+2].[F-]